4-(3-Chloroanilino)-2'-{(2R)-2-phenyl-3-[(thieno[3,2-b]pyridin-7-yl)oxy]propyl}-2',3'-dihydrospiro[cyclohexane-1,1'-indene]-4-carboxylic acid ClC=1C=C(NC2(CCC3(C(CC4=CC=CC=C34)C[C@@H](COC3=C4C(=NC=C3)C=CS4)C4=CC=CC=C4)CC2)C(=O)O)C=CC1